4-(3-chloro-4-methoxybenzylamino)-2-methylthiopyrimidine-5-carboxylic acid ethyl ester C(C)OC(=S)C=1C(=NC(=NC1)C)NCC1=CC(=C(C=C1)OC)Cl